C(C)(C)(C)C1=CC(=C(C(=C1)C(C)(C)C)O)CC 4,6-di-tert-butyl-2-ethyl-phenol